FC1=C(C=C(C=C1)OC=1C(=C2C=CN(C2=CC1F)S(=O)(=O)C1=CC=C(C=C1)C)S(=O)(=O)C)C=1NC2=C(C(N(CC2)C)C2=CC=C(S2)CCC(=O)OCC)N1 ethyl 3-[5-[2-[2-fluoro-5-[6-fluoro-4-methylsulfonyl-1-(p-tolylsulfonyl)indol-5-yl]oxy-phenyl]-5-methyl-1,4,6,7-tetrahydroimidazo[4,5-c]pyridin-4-yl]-2-thienyl]propanoate